BrC=1C=CC(=NC1)N1C2CC3CC(CC1C3)(C2)C(=O)NC2=NC=CC=C2Cl (5s,7s)-2-(5-bromopyridin-2-yl)-N-(3-chloropyridin-2-yl)-2-azaadamantane-5-carboxamide